dimethyl decalin-2,6-dicarboxylate C1C(CCC2CC(CCC12)C(=O)OC)C(=O)OC